N1C=NC(=C1)CN1[C@@H](CN(CC1)C(=O)C=1C=C(CN2C(NC(C(=C2)CC)=O)=O)C=CC1F)CC (R)-1-(3-(4-((1H-imidazol-4-yl)methyl)-3-ethylpiperazine-1-carbonyl)-4-fluorobenzyl)-5-ethylpyrimidine-2,4(1H,3H)-dione